N-[3-[5-(5-chloro-2-pyridyl)thiazol-2-yl]-1-bicyclo[1.1.1]pentanyl]-5-(1-methylsulfonylcyclopropyl)furan-2-carboxamide ClC=1C=CC(=NC1)C1=CN=C(S1)C12CC(C1)(C2)NC(=O)C=2OC(=CC2)C2(CC2)S(=O)(=O)C